ClC=1C=C(C=C(C1)Cl)[Mg]Br 3,5-dichlorophenyl-magnesium bromide